N-isobutylbuta-3-en-1-amine C(C(C)C)NCCC=C